ClC1=CC=C(C(N1)=O)N[C@H](C)C=1C=C(C=C2C(N(C(=NC12)N1CC2=CC=C(C=C2C1)F)C)=O)C (R)-8-(1-((6-chloro-2-oxo-1,2-dihydropyridin-3-yl)amino)ethyl)-2-(5-fluoroisoindolin-2-yl)-3,6-dimethylquinazolin-4(3H)-one